tert-butyl (1R,4R,5S)-5-((7-bromo-6-(2-cyanoethyl)-8-fluoro-2-methoxy-3-(5-methoxy-5-oxopent-1-yn-1-yl)quinolin-4-yl)amino)-2-azabicyclo[2.1.1]hexane-2-carboxylate BrC1=C(C=C2C(=C(C(=NC2=C1F)OC)C#CCCC(=O)OC)N[C@H]1[C@H]2CN([C@@H]1C2)C(=O)OC(C)(C)C)CCC#N